2-((3-(3-morpholino-6a,7,9,10-tetrahydropyrazino[1,2-d]pyrido[3,2-b][1,4]oxazin-8(6H)-yl)-3-oxopropoxy)methyl)azetidin O1CCN(CC1)C1=CC=2OCC3N(C2N=C1)CCN(C3)C(CCOCC3NCC3)=O